2-bromo-6-(6-(difluoromethoxy)-5-((3,3-dimethylazetidin-1-yl)methyl)benzo[d]oxazol-2-yl)cyanobenzene BrC1=C(C(=CC=C1)C=1OC2=C(N1)C=C(C(=C2)OC(F)F)CN2CC(C2)(C)C)C#N